8-(2,4-difluorophenyl)-2,3-dimethyl-6-(2-(2-methylpyridin-4-yl)morpholino)pyrimido[5,4-d]pyrimidin-4(3H)-one FC1=C(C=CC(=C1)F)C1=NC(=NC2=C1N=C(N(C2=O)C)C)N2CC(OCC2)C2=CC(=NC=C2)C